CN1C(=NN=C1)C[C@H](C)C=1C=C(N)C=CC1 (S)-3-(1-(4-methyl-4H-1,2,4-triazol-3-yl)propan-2-yl)aniline